NC1=NC=C(C=C1C(=O)NCC1=C(C=CC=C1)OC1CCCC1)C1=CC=2N(C=C1)N=C(N2)N 2-Amino-5-{2-amino-[1,2,4]triazolo[1,5-a]pyridin-7-yl}-N-{[2-(cyclopentyloxy)phenyl]methyl}pyridine-3-carboxamide